1,3-bis(α-isocyanatoisopropyl)benzene N(=C=O)C(C)(C)C1=CC(=CC=C1)C(C)(C)N=C=O